isocyanoethyl-4-chloro-4'-hydroxybenzophenone [N+](#[C-])CCC1=C(C(=O)C2=CC=C(C=C2)O)C=CC(=C1)Cl